2-(4-Iodophenyl)-3-(4-nitrophenyl)-5-(2,4-disulfophenyl)-2H-tetrazolium sodium [Na+].IC1=CC=C(C=C1)N1[NH2+]C(=NN1C1=CC=C(C=C1)[N+](=O)[O-])C1=C(C=C(C=C1)S(=O)(=O)O)S(=O)(=O)O